6-(8-((1,3-Dimethyl-1H-pyrazol-5-yl)sulfonyl)-8-azaspiro[4.5]decan-2-yl)-2-oxa-6-azaspiro[3.3]heptane CN1N=C(C=C1S(=O)(=O)N1CCC2(CCC(C2)N2CC3(COC3)C2)CC1)C